4-((tert-butoxycarbonyl)amino)-7-cyanoimidazo[1,5-a]quinoxaline-8-carboxylate C(C)(C)(C)OC(=O)NC=1C=2N(C3=CC(=C(C=C3N1)C#N)C(=O)[O-])C=NC2